C(C)(C)(C)OC(=O)N1CCC(CC1)C1C2=C(O[C@@](O1)(C)C=1C=NC(=CC1)C#N)C=CC=C2 (S)-4-(2-(6-cyanopyridin-3-yl)-2-methylbenzo[d][1,3]dioxan-4-yl)piperidine-1-carboxylic acid tert-butyl ester